ethyl (S)-5-(hydroxy (phenyl) methyl)-4H-1,2,4-triazole-3-carboxylate O[C@H](C=1NC(=NN1)C(=O)OCC)C1=CC=CC=C1